CC(C(=O)OCOC=1C(=NC=CC1OC)C(N[C@H](C(=O)O[C@H]([C@@H](C(C)C)C1=C(C=C(C=C1)F)C)C)C)=O)C [2-[[(1S)-2-[(1S,2S)-2-(4-fluoro-2-methyl-phenyl)-1,3-dimethyl-butoxy]-1-methyl-2-oxo-ethyl]carbamoyl]-4-methoxy-3-pyridyl]oxymethyl 2-methylpropanoate